COC(=O)[C@@]1(C[C@H](CC1)NS(=O)(=O)C)CC1=CC(=NC=C1)C1=C(C(=CC=C1)F)OCC1=CC=CC=C1 methyl-(1R,3S)-1-((2-(2-(benzyloxy)-3-fluorophenyl)pyridin-4-yl)methyl)-3-(methylsulfon amido)cyclopentane-1-carboxylate